trans-4-((3-(6-(Dimethylamino)pyridine-3-yl)phenyl)((trans-4-(4-methoxy-3-methylphenyl)cyclohexyl)methyl) carbamoyl)cyclohexyl methylcarbamate CNC(O[C@@H]1CC[C@H](CC1)C(N(C[C@@H]1CC[C@H](CC1)C1=CC(=C(C=C1)OC)C)C1=CC(=CC=C1)C=1C=NC(=CC1)N(C)C)=O)=O